2-(3-Benzyloxyphenyl)-ethylamine hydrochloride Cl.C(C1=CC=CC=C1)OC=1C=C(C=CC1)CCN